vinyl-cerium oxide [O-2].C(=C)[Ce+2]